3,5-di-t-butyl-phenylboronic acid C(C)(C)(C)C=1C=C(C=C(C1)C(C)(C)C)B(O)O